N,N'-di-[3-(p-methoxyphenylsulfonyloxy)phenyl]urea COC1=CC=C(C=C1)S(=O)(=O)OC=1C=C(C=CC1)NC(=O)NC1=CC(=CC=C1)OS(=O)(=O)C1=CC=C(C=C1)OC